1-(8Z,11Z,14Z-eicosatrienoyl)-2-(9Z,12Z-heptadecadienoyl)-glycero-3-phospho-(1'-sn-glycerol) CCCCC/C=C\C/C=C\C/C=C\CCCCCCC(=O)OC[C@H](COP(=O)(O)OC[C@H](CO)O)OC(=O)CCCCCCC/C=C\C/C=C\CCCC